8-(6-((1-methyl-5-oxo-3-pyrrolidinyl)methylamino)-3-pyridinyl)-1-(2-methoxyethyl)-3-propylxanthine CN1CC(CC1=O)CNC1=CC=C(C=N1)C1=NC=2N(C(N(C(C2N1)=O)CCOC)=O)CCC